3-Iodo-11-((3-methoxypropyl)amino)-6-methyl-6,11-dihydrodibenzo[c,f][1,2]thiazepine 5,5-dioxide IC1=CC2=C(C(C3=C(N(S2(=O)=O)C)C=CC=C3)NCCCOC)C=C1